7-[4-(4-ethyl-1-piperazinyl)butoxy]3-Acetylcoumarincrotonic acid, anhydride C(C)N1CCN(CC1)CCCCOC1=CC=C2CC(C(OC2=C1)=O)(C/C=C/C(=O)OC(\C=C\CC1(C(OC2=CC(=CC=C2C1)OCCCCN1CCN(CC1)CC)=O)C(C)=O)=O)C(C)=O